CC1(NC(CCC1)C)C 2,2,6-trimethylpiperidin